2,4-dimethyl-7,8-dihydro-[1,3]Dioxolano[4,5-g]Isoquinoline CC1OC=2C(=CC=3CCN=CC3C2C)O1